4-(((5-ethyl-2-(trifluoromethyl)pyrazolo[1,5-a]pyrimidin-7-yl)amino)methyl)-4-(4-fluorophenyl)cyclohexan-1-ol C(C)C1=NC=2N(C(=C1)NCC1(CCC(CC1)O)C1=CC=C(C=C1)F)N=C(C2)C(F)(F)F